(-)-N-ethyl-3-phenylbicyclo[2.2.1]heptan-2-amine C(C)NC1C2CCC(C1C1=CC=CC=C1)C2